1,7-dihydropyrrolo[2,3-b]pyridin-6-one N1C=CC2=C1NC(C=C2)=O